5-amino-N-(2-{9-amino-2-oxa-7-azaspiro[4.4]nonan-7-yl}-3-fluoro-5,6,7,8-tetrahydroquinolin-6-yl)-2,4-dimethylthieno[2,3-d]pyrimidine-6-carboxamide NC1=C(SC=2N=C(N=C(C21)C)C)C(=O)NC2CC=1C=C(C(=NC1CC2)N2CC1(CCOC1)C(C2)N)F